Octylnaphthalene-5-amine C(CCCCCCC)C1=CC=CC=2C(=CC=CC12)N